[Cl-].C(C)(=O)OCC[N+](C)(C)C (2-acetyloxyethyl)trimethyl-ammonium chloride